CC=1C=C(C(=NC1C=1C=NNC1)C1CCOCC1)N 5-methyl-6-(1H-pyrazol-4-yl)-2-(tetrahydro-2H-pyran-4-yl)pyridin-3-amine